3-(4-bromophenyl)-2-oxo-1,2-dihydropyridine-4-carboxylic acid BrC1=CC=C(C=C1)C=1C(NC=CC1C(=O)O)=O